2-((2R,3S,4S,5R)-3-(3,4-Difluoro-2-methoxyphenyl)-4,5-dimethyl-5-(trifluoromethyl)tetrahydrofuran-2-yl)-N,6-dimethyl-4-oxo-1,4-dihydropyridine-3-carboxamide FC=1C(=C(C=CC1F)[C@H]1[C@@H](O[C@]([C@H]1C)(C(F)(F)F)C)C=1NC(=CC(C1C(=O)NC)=O)C)OC